FC([C@H](O[Si](C)(C)C)[C@@H]1[C@H]2CC[C@@H](CN1C(=O)OCC1=CC=CC=C1)N2C(=O)OC(C)(C)C)(F)F 3-benzyl 8-(tert-butyl) (1R,2S,5S)-2-((R)-2,2,2-trifluoro-1-((trimethylsilyl)oxy)ethyl)-3,8-diazabicyclo[3.2.1]octane-3,8-dicarboxylate